(R)-2-((tert-Butoxycarbonyl)amino)-3-(4-nitrophenyl)propanoic acid methyl ester COC([C@@H](CC1=CC=C(C=C1)[N+](=O)[O-])NC(=O)OC(C)(C)C)=O